ClC=1N=NC(=C(C1COCCCl)C)Cl 3,6-dichloro-4-[(2-chloroethoxy)methyl]-5-methylpyridazine